P(OC1=C(C=C(C=C1)C(C)(C)CC)C(C)(C)CC)(OC1=CC=C(C=C1)C(C)(C)CC)OC1=CC=C(C=C1)C(C)(C)CC 2,4-di-tert-pentylphenyl bis(4-(tert-amyl) phenyl) phosphite